4-(3-chlorophenyl)-1,7-diethyl-1H,2H-pyrido[2,3-d]pyrimidin-2-one ClC=1C=C(C=CC1)C=1C2=C(N(C(N1)=O)CC)N=C(C=C2)CC